6-nitrobenzo[d]thiazol-2-amine [N+](=O)([O-])C1=CC2=C(N=C(S2)N)C=C1